NC=1C=C(C(C#N)=CC1N)C#N 4,5-diamino-phthalonitrile